N-(3-chloro-8-sulfamoylisoquinolin-6-yl)-2-(2-chlorophenyl)acetamide ClC=1N=CC2=C(C=C(C=C2C1)NC(CC1=C(C=CC=C1)Cl)=O)S(N)(=O)=O